BrC1=C(C=CC=C1)C1=CC(=NC2=CC=C(C=C12)OC)C=CC=O 4-(bromophenyl)-3-(6-methoxyquinolin-2-yl)prop-2-en-1-one